tert-butyl 6-[2-(cyclopropylcarbamoyl)phenyl]thio-3-[(E)-2-[5-(4-methylpiperazin-1-yl)-2-pyridyl]vinyl]indazole-1-carboxylate C1(CC1)NC(=O)C1=C(C=CC=C1)SC1=CC=C2C(=NN(C2=C1)C(=O)OC(C)(C)C)\C=C\C1=NC=C(C=C1)N1CCN(CC1)C